NC=1C=C(C=CC1)C1=NC(=NC=2NC(C(=NC12)OC1=CC=CC=C1)=O)NC1=CC=C(C=C1)OC (3-aminophenyl)-2-((4-methoxyphenyl)amino)-6-phenoxypteridine-7(8H)-one